4-(1-phenyl-1H-imidazol-5-yl)isoindol-1-one C1(=CC=CC=C1)N1C=NC=C1C1=C2C=NC(C2=CC=C1)=O